CN1CCN(CC1)CC(=O)O 2-(4-methylpiperazine-1-yl)acetic acid